methyl 2-(((tert-butyldimethylsilyl)oxy)methyl)-5,6,7,8-tetrahydro-[1,2,4]triazolo[1,5-a]pyridine-7-carboxylate [Si](C)(C)(C(C)(C)C)OCC1=NN2C(CC(CC2)C(=O)OC)=N1